BrC1=CC=2C(OCC3=NN(C=C3C3=CC=C(C(NS(C(=C1O)C2)(=O)=O)=C3)Cl)C(F)F)=O 12-bromo-18-chloro-4-(difluoromethyl)-13-hydroxy-15,15-dioxo-8-oxa-15λ6-thia-4,5,16-triazatetracyclo[15.3.1.1(10,14).0(2,6)]docosa-1(20),2,5,10(22),11,13,17(21),18-octaen-9-one